NC1=NC(N(C2=CC(=CC(=C12)OC)C(F)(F)F)C1=CC=CC=C1)=O 4-Amino-5-methoxy-1-phenyl-7-(trifluoromethyl)quinazolin-2(1H)-one